(4-(dimethylamino)phenyl)-5-hydroxy-2-(4-methoxyphenyl)-4-(piperidin-1-ylmethyl)-1H-indole-3-carboxylic acid ethyl ester C(C)OC(=O)C1=C(N(C2=CC=C(C(=C12)CN1CCCCC1)O)C1=CC=C(C=C1)N(C)C)C1=CC=C(C=C1)OC